4,5-diacetoxy-3-methyl-1-pentene C(C)(=O)OC(C(C=C)C)COC(C)=O